maleic acid anion C(\C=C/C(=O)[O-])(=O)[O-]